NC1=NC=CC(=C1I)OC1=C(C=C(C=C1)C1=NN(C(=C1C(=O)N)C(F)(F)F)C1=CC=CC=C1)F (4-((2-amino-3-iodopyridin-4-yl)oxy)-3-fluorophenyl)-1-phenyl-5-(trifluoromethyl)-1H-pyrazole-4-carboxamide